N-(4-fluoro-3-methylphenyl)-1,2,4-trimethyl-5-(2-(((1s,4s)-4-(methylsulfonyl)cyclohexyl)amino)-2-oxoacetyl)-1H-pyrrole-3-carboxamide FC1=C(C=C(C=C1)NC(=O)C1=C(N(C(=C1C)C(C(=O)NC1CCC(CC1)S(=O)(=O)C)=O)C)C)C